N-((1s,4s)-4-((7-Morpholino-1,6-naphthyridin-5-yl)oxy)cyclohexyl)-[1,2,4]triazolo[1,5-a]pyridin-6-amine O1CCN(CC1)C1=NC(=C2C=CC=NC2=C1)OC1CCC(CC1)NC=1C=CC=2N(C1)N=CN2